1-(Methylsulfonyl)pyrazole-4-boronic acid pinacol ester CS(=O)(=O)N1N=CC(=C1)B1OC(C)(C)C(C)(C)O1